C=1C2=C(OC1)C=CC=1CC(CC12)C(=O)OC methyl 6H,7H,8H-indeno[5,4-b]furan-7-carboxylate